C(#N)C1=CN(C2=NC=CC(=C21)N2C[C@H](CCC2)N(C(OC(C)(C)C)=O)C)COCC[Si](C)(C)C tert-butyl N-[(3S)-1-[3-cyano-1-(2-trimethylsilylethoxymethyl) pyrrolo[2,3-b]pyridin-4-yl]-3-piperidyl]-N-methyl-carbamate